C(C)N(C(CO)C)CCC 2-[ethyl-(propyl)amino]propan-1-ol